2-(1-(Ethylsulfonyl)-3-(4-(2-(thiophen-2-yl)imidazo[4,5-d]pyrrolo[2,3-b]pyridin-1(6H)-yl)-1H-pyrazol-1-yl)azetidin-3-yl)acetonitrile C(C)S(=O)(=O)N1CC(C1)(N1N=CC(=C1)N1C(=NC=2C1=C1C(=NC2)NC=C1)C=1SC=CC1)CC#N